(3S,4S)-8-(6-amino-5-((2-amino-3-chloropyridin-4-yl)thio)pyrazin-2-yl)-3-methyl-2-oxa-8-azaspiro[4.5]decane-4-amine NC1=C(N=CC(=N1)N1CCC2([C@@H]([C@@H](OC2)C)N)CC1)SC1=C(C(=NC=C1)N)Cl